2,2-bis(4-methoxy-phenyl)-5-methoxyethoxycarbonyl-6-methyl-8-hydroxycarbonyl-2H-naphtho[1,2-b]pyran COC1=CC=C(C=C1)C1(C=CC2=C(O1)C1=CC=C(C=C1C(=C2C(=O)OCCOC)C)C(=O)O)C2=CC=C(C=C2)OC